OC(C(=O)O)C(C)CCCC(C)CCCC(C)CCCC(C)C 2-hydroxyphytanic acid